NC1=NC(N(C=C1C)[C@@H]1O[C@]2(CN([C@@H]1[C@@H]2O)C(=O)NC)COC(C2=CC=CC=C2)(C2=CC=C(C=C2)OC)C2=CC=C(C=C2)OC)=O (1R,3R,4R,7S)-3-(4-amino-5-methyl-2-oxo-pyrimidin-1-yl)-1-[[bis(4-methoxyphenyl)-phenylmethoxy]methyl]-7-hydroxy-N-methyl-2-oxa-5-azabicyclo[2.2.1]heptane-5-carboxamide